4-(tert-Butoxy)-7-chloro-8-fluoro-2-(((2R,7aS)-2-fluorotetrahydro-1H-pyrrolizin-7a(5H)-yl)methoxy)pyrido[4,3-d]pyrimidine C(C)(C)(C)OC=1C2=C(N=C(N1)OC[C@]13CCCN3C[C@@H](C1)F)C(=C(N=C2)Cl)F